6-bromo-4,4-difluoro-1,3-dihydroisoquinoline-2-carboxylic acid tert-butyl ester C(C)(C)(C)OC(=O)N1CC2=CC=C(C=C2C(C1)(F)F)Br